OC1=C2CC(N(CC2=CC=C1)C(=O)OC(C)(C)C)C tert-Butyl 5-hydroxy-3-methyl-3,4-dihydroisoquinoline-2(1H)-carboxylate